NC1=NC=CC(=C1Cl)SC=1N=CC(=NC1C)N1CCC2(CC1)[C@@H](C1=CC=CC=C1C2)N (S)-1'-(5-((2-amino-3-chloropyridin-4-yl)thio)-6-methyl-pyrazin-2-yl)-1,3-di-hydrospiro[indene-2,4'-piperidin]-1-amine